phenyl (4-(benzo[d]thiazol-2-yl)phenyl)carbamate S1C(=NC2=C1C=CC=C2)C2=CC=C(C=C2)NC(OC2=CC=CC=C2)=O